(R)-3-(((6-((4-cyclopentylphenyl)(methyl)amino)-1,2,3,4-tetrahydro-isoquinolin-1-yl)methyl)amino)isonicotinic acid C1(CCCC1)C1=CC=C(C=C1)N(C=1C=C2CCN[C@H](C2=CC1)CNC1=C(C(=O)O)C=CN=C1)C